2,4,7-trichloro-8-fluoroquinazoline ClC1=NC2=C(C(=CC=C2C(=N1)Cl)Cl)F